4-(2-(3,4-difluorobenzyl)-1-(4-(trifluoromethyl)cyclohexyl)-1H-benzo[d]imidazol-5-yl)-3,5-dimethylisoxazole FC=1C=C(CC2=NC3=C(N2C2CCC(CC2)C(F)(F)F)C=CC(=C3)C=3C(=NOC3C)C)C=CC1F